COC1=CC=C(CN2C(N(C(=C(C2=O)C#CC)C(=O)OC)CC2=CC=C(C=C2)OC)=O)C=C1 methyl 1,3-bis(4-methoxybenzyl)-2,6-dioxo-5-(prop-1-yn-1-yl)-1,2,3,6-tetrahydropyrimidine-4-carboxylate